bis(tris-(tert-butyl)phosphine) palladium (0) [Pd].C(C)(C)(C)P(C(C)(C)C)C(C)(C)C.C(C)(C)(C)P(C(C)(C)C)C(C)(C)C